(S)-N-((R)-1-((S)-9-chloro-4-ethyl-8-fluoro-4-hydroxy-3,14-dioxo-3,4,12,14-tetrahydro-1H-pyrano[3',4':6,7]indolizino[1,2-b]quinolin-11-yl)ethyl)-2-cyclopropyl-2-hydroxyacetamide ClC1=CC=2C(=C3C(=NC2C=C1F)C1=CC2=C(C(N1C3)=O)COC([C@]2(O)CC)=O)[C@@H](C)NC([C@@H](O)C2CC2)=O